1-(5-chloro-3-fluoropyridin-2-yl)piperidine-4-carboxylic acid ClC=1C=C(C(=NC1)N1CCC(CC1)C(=O)O)F